4-fluorobenzoic acid methyl ester COC(C1=CC=C(C=C1)F)=O